O(C1=CC=CC=C1)C1=CC2=C(NC(=N2)NC2=CNC=3C2=NC=CC3C(=C)C)C=C1 5-phenoxy-N-[7-(prop-1-en-2-yl)-1H-pyrrolo[3,2-b]pyridin-3-yl]-1H-benzo[d]imidazole-2-amine